N-(biphenyl-4-yl)-9,9-dimethyl-N-((4-9-phenyl-9H-carbazol-3-yl)phenyl)-9H-fluoren-2-amine C1(=CC=C(C=C1)N(C1=CC=2C(C3=CC=CC=C3C2C=C1)(C)C)C1=CC=C(C=C1)C=1C=CC=2N(C3=CC=CC=C3C2C1)C1=CC=CC=C1)C1=CC=CC=C1